[Si](C)(C)(C(C)(C)C)OCCN1[C@@H](CCC1)CO [(2S)-1-[2-[tert-butyl(dimethyl)silyl]oxyethyl]-pyrrolidin-2-yl]methanol